C(C)OC(=O)C1CCN(CC1)C1=C(C=CC=C1C(C)OS(=O)(=O)C)F.C(C)(=O)NC1=CC=C(OP2(=NP(=NP(=N2)(OC2=CC=C(C=C2)NC(C)=O)OC2=CC=C(C=C2)NC(C)=O)(OC2=CC=C(C=C2)NC(C)=O)OC2=CC=C(C=C2)NC(C)=O)OC2=CC=C(C=C2)NC(C)=O)C=C1 hexa(4-acetamidophenoxy)cyclotriphosphazene ethyl-1-(2-fluoro-6-(1-((methylsulfonyl)oxy)ethyl)phenyl)piperidine-4-carboxylate